5-amino-7-(4-fluorophenyl)-8-[2-(hydroxymethyl)-6-methoxy-4-pyridinyl]-2-[[(2R)-tetrahydrofuran-2-yl]methyl]-[1,2,4]triazolo[4,3-c]pyrimidin-3-one NC1=NC(=C(C=2N1C(N(N2)C[C@@H]2OCCC2)=O)C2=CC(=NC(=C2)OC)CO)C2=CC=C(C=C2)F